C(C)(=O)OC[C@H]1O[C@H]([C@@H]([C@H]([C@H]1OC(C)=O)OC(C)=O)NC(C)=O)OCCO [(2R,3R,4R,5R,6R)-5-acetamido-3,4-diacetoxy-6-(2-hydroxyethoxy)tetrahydropyran-2-yl]methyl acetate